(R)-2-methoxy-2-(1-naphthyl)propionic acid CO[C@](C(=O)O)(C)C1=CC=CC2=CC=CC=C12